ClC1=NS(C2=C(N1)C(=CC(=C2)C)C2=C(C(=CC=C2)F)Cl)(=O)=O C3-chloro-5-(2-chloro-3-fluorophenyl)-7-methyl-4H-benzo[e][1,2,4]thiadiazine 1,1-dioxide